Copper indium phosphorus sulfide [P]=S.[In].[Cu]